7-(2-amino-6-fluorophenyl)-1-(4,6-dicyclopropylpyrimidin-5-yl)-4-[(2S,5R)-2,5-dimethyl-4-prop-2-enoylpiperazin-1-yl]-6-fluoropyrido[2,3-d]pyrimidin-2-one NC1=C(C(=CC=C1)F)C=1C(=CC2=C(N(C(N=C2N2[C@H](CN([C@@H](C2)C)C(C=C)=O)C)=O)C=2C(=NC=NC2C2CC2)C2CC2)N1)F